(±)-1-cyclopropyl-3-nitro-4-phenyl-1-butanone C1(CC1)C(C[C@@H](CC1=CC=CC=C1)[N+](=O)[O-])=O |r|